CC1C2C3C(=C(C1)C2)C(=O)OC3=O 5-methylbicyclo(2.2.1)heptene-2,3-dicarboxylic anhydride